C(C)C=1N(C=2N(C(C1N1CCN(CC1)C(C1=NC=CC=C1O)=O)=O)N=C(N2)N2C[C@H](CCC2)F)CC(=O)NC2=C(C=C(C=C2)C(F)(F)F)C (S)-2-(5-ethyl-2-(3-fluoropiperidin-1-yl)-6-(4-(3-hydroxypicolinoyl)piperazin-1-yl)-7-oxo-[1,2,4]triazolo[1,5-a]pyrimidin-4(7H)-yl)-N-(2-methyl-4-(trifluoromethyl)phenyl)acetamide